CN1C[C@@H]([C@H](CC1)NC(=O)C1=CC(=CC=2N(C=NC21)CC(F)(F)F)C#CCNCC2=CSC=C2)C N-[(3S,4S)-1-methyl-3-methyl-4-piperidyl]-6-[3-(3-thenylamino)-1-propynyl]-1-(2,2,2-trifluoroethyl)-1H-1,3-benzimidazole-4-carboxamide